2-isothiocyanato-1,3-dimethoxybenzene N(=C=S)C1=C(C=CC=C1OC)OC